COC=1C=2N(N=C(C1)N)C=C(N2)C 8-methoxy-2-methyl-imidazo[1,2-b]pyridazin-6-amine